2-[(1-hydroxypropan-2-yl)oxy]propan-1-ol OCC(C)OC(CO)C